2-((1R,2R,4S)-2-amino-7-azabicyclo[2.2.1]heptan-7-yl)-5-(5-chloro-3-(dimethylamino)quinoxalin-6-yl)-3-methyl-3,7-dihydro-4H-pyrrolo[2,3-d]pyrimidin-4-one N[C@H]1[C@H]2CC[C@@H](C1)N2C=2N(C(C1=C(N2)NC=C1C=1C(=C2N=C(C=NC2=CC1)N(C)C)Cl)=O)C